Cl.Cl.C(CCCC(=O)OC1=C2C(=CNC2=CC=C1)CCN(C(C)C)C(C)C)(=O)OC1=C2C(=CNC2=CC=C1)CCN(C(C)C)C(C)C bis(3-(2-(diisopropylamino) ethyl)-1H-indol-4-yl) glutarate dihydrochloride